4-(2-{4-[2-(2-aminoethoxy)ethoxy]-2,6-dimethylphenoxy}-5-(2-hydroxypropan-2-yl)phenyl)-N-ethyl-6-methyl-7-oxo-1H-pyrrolo[2,3-c]pyridine-2-carboxamide NCCOCCOC1=CC(=C(OC2=C(C=C(C=C2)C(C)(C)O)C=2C3=C(C(N(C2)C)=O)NC(=C3)C(=O)NCC)C(=C1)C)C